Indeno[2,1-h]Chromene O1C=CC=C2C=CC=3C(=C12)C1=CC=CC=C1C3